3-nitroazacyclopentane [N+](=O)([O-])C1CNCC1